C1(NC(CC2=CC=CC=C12)=O)=O isoquinoline-1,3(2H,4H)-dione